BrCCCCON1C(CCC2=CC=CC=C12)=O (4-bromobutoxy)-3,4-dihydroquinolin-2(1H)-one